1-[5-[(2,6-dichlorophenyl)methoxy]-7-methyl-indan-1-yl]-3-methyl-azetidin-3-ol ClC1=C(C(=CC=C1)Cl)COC=1C=C2CCC(C2=C(C1)C)N1CC(C1)(O)C